butyl 2,5-bis[[4-[2-[4-(3-prop-2-enoyloxypropoxy)phenyl]-ethynyl]benzoyl]oxy]benzoate C(C=C)(=O)OCCCOC1=CC=C(C=C1)C#CC1=CC=C(C(=O)OC2=C(C(=O)OCCCC)C=C(C=C2)OC(C2=CC=C(C=C2)C#CC2=CC=C(C=C2)OCCCOC(C=C)=O)=O)C=C1